ClC1=CC=C(C=C1)C1=C(C=CC2=CC=CC=C12)[N+](=O)[O-] 1-(4-chlorophenyl)-2-nitronaphthalene